ClC(=CC1C(C1C(=O)[O-])(C)C)C(F)(F)F 3-(2-chloro-3,3,3-trifluoro-1-propenyl)-2,2-dimethylcyclopropanecarboxylate